di-n-butyl (1-n-butylbenzylidene)malonate C(CCC)C1(C=C(C(=O)OCCCC)C(=O)OCCCC)CC=CC=C1